P(=O)(O)(O)OC[C@@H]1[C@H]([C@H]([C@@H](O1)N1C=NC=2C(O)=NC(=NC12)OCC=C)O)O 2-allyloxyinosine-5'-phosphate